((1R,3R)-3-(methyl-(4-(trifluoromethyl)phenyl)amino)cyclopentyl)-carbamic acid tert-butyl ester C(C)(C)(C)OC(N[C@H]1C[C@@H](CC1)N(C1=CC=C(C=C1)C(F)(F)F)C)=O